(2S)-2-hydroxy-3-decanone O[C@@H](C)C(CCCCCCC)=O